bis(2-hexyldecyl) 6,6'-((2-((6-((2-ethylhexyl)amino)-6-oxohexyl)(methyl)amino)ethyl)azanediyl)dihexanoate C(C)C(CNC(CCCCCN(CCN(CCCCCC(=O)OCC(CCCCCCCC)CCCCCC)CCCCCC(=O)OCC(CCCCCCCC)CCCCCC)C)=O)CCCC